(2E)-1-(4-(5-chloro-7-fluoro-6-(3-methoxy-1-naphthyl)-2,1-benzothiazol-3-yl)-1-piperazinyl)-4-(dimethylamino)-2-buten-1-one ClC=1C(=C(C=2C(=C(SN2)N2CCN(CC2)C(\C=C\CN(C)C)=O)C1)F)C1=CC(=CC2=CC=CC=C12)OC